5-methyl-resorcinol CC=1C=C(C=C(O)C1)O